C(C)C(CN([C@@H](CC1=CC=CC=C1)C(=O)[O-])C(=O)OC(C)(C)C)CC 2-ethylbutyl(tert-butoxycarbonyl)-L-phenylalaninate